OC(CN(CCCSSCCN1CCN(CC1)CCOC(CCCN(CC(CCCCC(=O)OCCCC)O)CC(CCCCC(=O)OCCCC)O)=O)CC(CCCCC(OC(C)C)=O)O)CCCCC(=O)OC(C)C Dibutyl 7,7'-((4-(2-(4-(2-((3-(bis(2-hydroxy-7-isopropoxy-7-oxoheptyl)amino)propyl)-disulfaneyl)ethyl)piperazin-1-yl)ethoxy)-4-oxobutyl)azanediyl)bis(6-hydroxyheptanoate)